FC(C(=O)O)(F)F.CON(C(=O)C=1C=NC(=NC1)C=1CCNCC1)C N-methoxy-N-methyl-2-(1,2,3,6-tetrahydropyridin-4-yl)pyrimidine-5-carboxamide trifluoroacetate